N,N'-bis(3-(triethoxysilyl)propyl)piperazine C(C)O[Si](CCCN1CCN(CC1)CCC[Si](OCC)(OCC)OCC)(OCC)OCC